FC(C1=CC=C(C=C1)N1CN=CC2=C1CC1CCC2N1)(F)F N-(4-(trifluoromethyl)phenyl)-6,7,8,9-tetrahydro-5H-5,8-epiminocyclohepta[d]pyrimidine